1-((3R,5R,8S,9S,10R,13S,14S,17S)-10-Fluoro-3-hydroxy-3,13-dimethylhexadecahydro-1H-cyclopenta[a]phenanthren-17-yl)-2-(4-(methylthio)-1H-pyrazol-1-yl)ethan-1-one F[C@]12[C@H]3CC[C@@]4([C@H](CC[C@H]4[C@@H]3CC[C@@H]2C[C@](CC1)(C)O)C(CN1N=CC(=C1)SC)=O)C